1,2-dibromoethane-D4 [2H]C([2H])(C([2H])([2H])Br)Br